2-(4-chloro-6-oxo-pyridazin-1-yl)-N-[4-methyl-3-[[1-(2-pyridylmethyl)cyclopropyl]sulfamoyl]phenyl]acetamide ClC=1C=NN(C(C1)=O)CC(=O)NC1=CC(=C(C=C1)C)S(NC1(CC1)CC1=NC=CC=C1)(=O)=O